((2S,5R)-5-(5-((2,4-dimethoxybenzyl)amino)-7,9-difluoro-[1,2,4]triazolo[1,5-c]quinazolin-2-yl)-2-methylpiperidin-1-yl)(2H-1,2,3-triazol-4-yl)methanone COC1=C(CNC2=NC=3C(=CC(=CC3C=3N2N=C(N3)[C@@H]3CC[C@@H](N(C3)C(=O)C3=NNN=C3)C)F)F)C=CC(=C1)OC